ClC1=C(NC2=CN=C3SC4=C(N3C2=O)C=CC=C4)C=CC=C1 3-(2-Chloroanilino)pyrimido[2,1-b][1,3]benzothiazol-4-on